OCC(CCCl)([Si](C)(C)OCCCC)CO Di(hydroxymethyl)butoxydimethylsilylpropylchlorid